1-[(2R)-pyrrolidin-2-ylmethyl]urea N1[C@H](CCC1)CNC(=O)N